2-Hydroxy-2-benzoylpropan OC(C)(C)C(C1=CC=CC=C1)=O